NC1=C(C(=NN1C1CCOCC1)C1=C(C=C(C(=C1)F)CNC(C1=C(C=CC=C1)OC)=O)F)C(=O)N 5-amino-3-[2,5-difluoro-4-[[(2-methoxybenzoyl)amino]methyl]phenyl]-1-tetrahydropyran-4-yl-pyrazole-4-carboxamide